BrC1=CC=CC=2C=3N(C(=NC12)[C@@](N)(C)C(=O)NCCN1CCOCC1)N=C(N3)C3=CC=C(C=C3)OC 2-[7-bromo-2-(4-methoxyphenyl)[1,2,4]triazolo[1,5-c]quinazolin-5-yl]-N-[2-(morpholin-4-yl)ethyl]-D-alaninamide